FC1(CCC(CC1)[C@@H](C=1OC2=C(N1)C=C(C=C2)C2(CCOCC2)N2C(N[C@@H](C2)C(F)(F)F)=O)NC(OCC2=CC=CC=C2)=O)F benzyl ((S)-(4,4-difluorocyclohexyl)(5-(4-((S)-2-oxo-4-(trifluoromethyl)imidazolidin-1-yl)tetrahydro-2H-pyran-4-yl)benzo[d]oxazol-2-yl)methyl)carbamate